C1(CC1)CN1C(N(C(C12CCN(CC2)C2=CN=C1C(=N2)N(N=C1)CC(F)F)=O)C1=NC=CC(=C1)C(F)(F)F)=O 1-(cyclopropylmethyl)-8-(1-(2,2-difluoroethyl)-1H-pyrazolo[3,4-b]pyrazin-6-yl)-3-(4-(trifluoromethyl)pyridin-2-yl)-1,3,8-triazaspiro[4.5]decane-2,4-dione